4-(5-(methylsulfonyl)-1,2,4-thiadiazol-3-yl)benzoic Acid CS(=O)(=O)C1=NC(=NS1)C1=CC=C(C(=O)O)C=C1